bis(1-methylpyrrolidinium) dichloride [Cl-].[Cl-].C[NH+]1CCCC1.C[NH+]1CCCC1